C1=C(C=CC=2C3=CC=CC=C3C=CC12)C=1N=NNC1C(=O)O 4-(phenanthren-2-yl)-1H-1,2,3-triazole-5-carboxylic acid